8-Fluoro-N-methyl-7-(1H-pyrazol-4-yl)-N-(2,2,6,6-tetramethylpiperidin-4-yl)-4H-chromeno[3,4-d]thiazol-2-amine FC1=CC2=C(C=C1C=1C=NNC1)OCC=1N=C(SC12)N(C1CC(NC(C1)(C)C)(C)C)C